(2RS)-2-(6,7-dihydro-5H-pyrrolo[1,2-c]imidazol-1-yl)-2-[4-fluoro-1-oxo-6-[4-[3-(pyrrolidin-1-ylmethyl)-1-bicyclo[1.1.1]pentanyl]phenyl]isoindolin-2-yl]-N-thiazol-2-yl-acetamide C1(=C2N(C=N1)CCC2)[C@H](C(=O)NC=2SC=CN2)N2C(C1=CC(=CC(=C1C2)F)C2=CC=C(C=C2)C21CC(C2)(C1)CN1CCCC1)=O |r|